2-(3-fluorophenyl)-1-(phenylsulfonyl)aziridine FC=1C=C(C=CC1)C1N(C1)S(=O)(=O)C1=CC=CC=C1